ClC(CCC(=O)OCCC)CCC(C(CCCC(CC(CC)Cl)Cl)Cl)Cl propyl 4,7,8,12,14-pentachlorohexadecanoate